CC(=C)C(CC=C(C=C)C)O 2,6-dimethylocta-1,5,7-trien-3-ol